C(CCC)OC(C(I)OCCCC)I 1,2-dibutoxy-1,2-diiodoethane